C[C@@H]1CN(C[C@@H](N1)C)C=1C2=CN(N=C2C(=CC1)C(=O)NC=1C=C(C=2N(C1)C=C(N2)C)F)C 4-[(3R,5S)-3,5-dimethylpiperazin-1-yl]-N-{8-fluoro-2-methylimidazo[1,2-a]pyridin-6-yl}-2-methylindazole-7-carboxamide